di(phenyl)[(phenyl)indolocarbazolyl]triazine C1(=CC=CC=C1)C1=C(C(=NN=N1)C1=C2C(=CC=C1C1=CC=CC=C1)N=C1C=CC3=C4C=CC=CC4=NC3=C12)C1=CC=CC=C1